2-(5-amino-3-chloro-1,2-benzoOxazol-4-yl)acetic acid tert-butyl ester C(C)(C)(C)OC(CC1=C(C=CC2=C1C(=NO2)Cl)N)=O